OC=1C=C(C=CC1OC)CC(=O)C1=CC(=C(C(=C1)OC)OC)OC 2-(3-hydroxy-4-methoxyphenyl)-1-(3,4,5-trimethoxyphenyl)ethan-1-one